C(#N)C=1C=CC=2C3=C(NC(C2C1)=O)COC[C@H]3N(C(C3=CC(=C(C=C3)C(F)(F)F)F)=O)C (S)-N-(8-cyano-6-oxo-1,4,5,6-tetrahydro-2H-pyrano[3,4-c]isoquinolin-1-yl)-3-fluoro-N-methyl-4-(trifluoromethyl)benzamide